tert-butyl (1R,3s,5S)-3-amino-8-azabicyclo[3.2.1]octane-8-Carboxylate CC(C)(C)OC(=O)N1[C@@H]2CC[C@H]1CC(C2)N